C(C1=CC=CC=C1)O[C@@H]1[C@H](OC([C@@H]([C@H]1OCC1=CC=CC=C1)OCC1=CC=CC=C1)OCC1=CC=CC=C1)COCC(=O)NCC(=O)NCC(=O)OC1=CC=2C=3C=CC=4C(=COC4)C3C=CC2C=C1 phenanthro[1,2-c]furan-8-yl 2-(2-(2-(((2R,3R,4S,5R)-3,4,5,6-tetrakis(benzyloxy)tetrahydro-2H-pyran-2-yl)methoxy)acetamido)acetamido)acetate